C(C1=CC=CC=C1)SC(C(F)(F)F)(F)F benzyl(perfluoroethyl)sulfane